COC(=O)C1C(OC(O1)=O)C(=O)OC methyl 5-(methoxycarbonyl)-2-oxo-1,3-dioxolane-4-carboxylate